C1N(CC=2C=NC=CC21)[C@@H]2[C@H](CCC2)OC=2C=C1CN(C(C1=CC2)=O)C2C(NC(CC2)=O)=O 3-(5-(((1S,2S)-2-(1,3-dihydro-2H-pyrrolo[3,4-c]pyridin-2-yl)cyclopentyl)oxy)-1-oxoisoindolin-2-yl)piperidine-2,6-dione